C1=CC=CC=2N=C3C=C4C(=CC3=CC12)N=C1C=CC=CC1=C4 quino[2,3-b]-acridine